C(C)OC(=O)C=1C=C(N(N1)C)C(=O)N1CCN(CC1)C(=O)OC(C)(C)C tert-butyl 4-[5-(ethoxycarbonyl)-2-methylpyrazole-3-carbonyl]piperazine-1-carboxylate